C(=O)O.COC=1C=C2C(=CC=NC2=CC1OC)N1CCN(CC1)C(CNNS(=O)=O)C N-(2-(4-(6,7-dimethoxyquinolin-4-yl)piperazin-1-yl)propyl)aminosulfonamide format salt